4-(methoxyimino)isochroman tert-butyl-4-[2-(4-nitrophenyl)ethyl]piperazine-1-carboxylate C(C)(C)(C)OC(=O)N1CCN(CC1)CCC1=CC=C(C=C1)[N+](=O)[O-].CON=C1COCC2=CC=CC=C12